C(C)(C)(C)OC(=O)N1CCC(CC1)N1CC(C1)O 4-(3-hydroxyazetidin-1-yl)piperidine-1-carboxylic acid tert-butyl ester